CC(C)OC1=CC=C(C=C1)C1=CC=CN2C1=NS(CC2)(=O)=O 9-[4-(1-methylethoxy)phenyl]-3,4-dihydropyrido[2,1-c][1,2,4]thiadiazine 2,2-dioxide